CCCS(=O)(=O)O 3-propanesulfonic acid